C(C)O[Si](OCC)(OCC)C(CCCCCCC)[Si](C1=CC=CC=C1)(C)C (triethoxysilyl)(dimethylphenylsilyl)octane